2-[(1Z)-5-fluoro-1-({4-[(6-fluoropyridin-3-yl)oxy]phenyl}methylene)-2-methyl-1H-inden-3-yl]acetic acid FC=1C=C2C(=C(/C(/C2=CC1)=C/C1=CC=C(C=C1)OC=1C=NC(=CC1)F)C)CC(=O)O